C1(=CC=CC=C1)[C@H](C)OC([C@@H](CC)CN1CCC1)=O (S)-2-(azetidin-1-ylmethyl)butyric acid (S)-1-phenylethyl ester